[C@H]1([C@H]([C@@H]([C@]([C@]([C@@H]1O)(O)P(=O)=O)(O)P(=O)=O)O)O)O Diphosphoinositol